N-(5-(3,5-difluorobenzyl)-1H-indazol-3-yl)-4-(4-((2-(2,6-dioxopiperidin-3-yl)-4-fluoro-1-oxoisoindolin-5-yl)methyl)piperazin-1-yl)-2-((tetrahydro-2H-pyran-4-yl)amino)benzamide FC=1C=C(CC=2C=C3C(=NNC3=CC2)NC(C2=C(C=C(C=C2)N2CCN(CC2)CC=2C(=C3CN(C(C3=CC2)=O)C2C(NC(CC2)=O)=O)F)NC2CCOCC2)=O)C=C(C1)F